ClC1=CC=C(C(=O)N(C)C)C=C1 p-chloro-N,N-dimethylbenzamide